[O-]P([O-])(=O)OP(=O)([O-])O.[Na+].[Na+].[Na+] Trisodium Pyrophosphate